BrC=1C=C(C(=C(C1)C(=O)N1CCCCC1)N[C@H]1CN(CCC1)C(C1=CN=CC(=C1)NC)=O)[N+](=O)[O-] (R)-(5-bromo-2-((1-(5-(methylamino)nicotinoyl)piperidin-3-yl)amino)-3-nitrophenyl)(piperidin-1-yl)methanone